9-ethyl-N-(4-(ethylsulfonyl)benzyl)-6-(trifluoromethoxy)-9H-carbazole-3-amide C(C)N1C2=CC=C(C=C2C=2C=C(C=CC12)C(=O)NCC1=CC=C(C=C1)S(=O)(=O)CC)OC(F)(F)F